COC1=CC=C(C2=C(C=CC=C12)C#C[Si](C(C)C)(C(C)C)C(C)C)B(O)O (4-methoxy-8-((triisopropylsilyl)ethynyl)naphthalen-1-yl)boronic acid